C12CC(CC(CCC1)N2)N(C=2SC1=NC(=CC=C1N2)C=2C=C(C=1N(C2)C=C(N1)C)C#N)C 6-{2-[(3-exo)-9-azabicyclo[3.3.1]non-3-yl(methyl)amino][1,3]thiazolo[5,4-b]pyridin-5-yl}-2-methylimidazo[1,2-a]pyridine-8-carbonitrile